1,6-diazabenzene N1=CC=CC=N1